3,5-diiodo-4-(2-chloroethoxy)-benzoyl chloride IC=1C=C(C(=O)Cl)C=C(C1OCCCl)I